NC1=CC=C(C(=N1)CC1=CC=C2[C@](NC(NC2=C1)=O)(C(F)(F)F)C#CC1CC1)F (S)-7-((6-amino-3-fluoro-pyridin-2-yl)methyl)-4-(cyclopropylethynyl)-4-(trifluoromethyl)-3,4-dihydroquinazolin-2(1H)-one